C(CCCCCCCC(=O)OCCCCCCCCCC)(=O)OCC(COC(CCC(OCCCCCCC)OCCCCCCC)=O)CO 1-(3-((4,4-bis(heptyloxy)butanoyl)oxy)-2-(hydroxymethyl)propyl) 9-decyl nonanedioate